FC=1C(=NC=CC1)CNC(=O)C=1N=C(OC1)CCNCCC1=NC2=C(N1)C=CC(=C2)C2=C(C=CC=C2)C N-((3-fluoropyridin-2-yl)methyl)-2-(2-((2-(5-(o-tolyl)-1H-benzo[d]imidazol-2-yl)ethyl)amino)ethyl)oxazole-4-carboxamide